(5-(1-(tetrahydro-2H-pyran-2-yl)-1H-pyrazol-4-yl)pyridin-2-yl)methanol O1C(CCCC1)N1N=CC(=C1)C=1C=CC(=NC1)CO